NC1=C2C(=NC=N1)N(N=C2C2=CC=C(C=C2)OC2=CC=CC=C2)C2CCN(CC2)C=2C=NC(=NC2)N2CC1CN(CC1C2)C(=O)OC(C)(C)C Tert-butyl 2-[5-[4-[4-amino-3-(4-phenoxyphenyl)pyrazolo[3,4-d]pyrimidin-1-yl]-1-piperidyl]pyrimidin-2-yl]-1,3,3a,4,6,6a-hexahydropyrrolo[3,4-c]pyrrole-5-carboxylate